2-(2H-1,2,3-triazol-2-yl)-N-[(1r,3s)-3-{[2-(trifluoromethyl)quinolin-4-yl]amino}cyclohexyl]benzamide N=1N(N=CC1)C1=C(C(=O)N[C@H]2C[C@H](CCC2)NC2=CC(=NC3=CC=CC=C23)C(F)(F)F)C=CC=C1